C([N+]1=CN(C=C1)C(C)(C)C)[N+]1=CN(C=C1)C(C)(C)C 3,3'-methylenebis(1-tert-butyl-3-imidazolium)